5'-bromo-4,4''-di-tert-butyl-1,1':3',1''-terphenyl BrC=1C=C(C=C(C1)C1=CC=C(C=C1)C(C)(C)C)C1=CC=C(C=C1)C(C)(C)C